C(CCC)C1N(S(C2=C(N(C1)C1=CC=CC=C1)C=CC(=C2)C=2C=C(C(=O)O)C=CC2)(=O)=O)C 3-(3-butyl-2-methyl-1,1-dioxido-5-phenyl-2,3,4,5-tetrahydrobenzo[f][1,2,5]-thiadiazepin-8-yl)benzoic acid